OCCCN(C(C1=C(C=CC=C1)OC)=O)C N-(3-hydroxypropyl)-2-methoxy-N-methylbenzamide